C(C)(C)C1=C2C=C(N=CC2=C(C=C1)C1=CC=CC2=NC3=CC=CC=C3C=C12)NC1=NC(=NC=C1)C=1C=NN(C1)C 1-(5-isopropyl-3-((2-(1-methyl-1H-pyrazol-4-yl)pyrimidin-4-yl)amino)isoquinolin-8-yl)acridine